(S)-1-[(4-Amino-3-methylphenyl)methyl]-5-(diphenylacetyl)-4,5,6,7-tetrahydro-1H-Imidazo[4,5-c]pyridine-6-carboxylic acid trifluoroacetate salt FC(C(=O)O)(F)F.NC1=C(C=C(C=C1)CN1C=NC=2CN([C@@H](CC21)C(=O)O)C(C(C2=CC=CC=C2)C2=CC=CC=C2)=O)C